NC(=NS(=O)(=O)C=1C=NC=CC1)C1=CC=CC=C1 N-[amino(phenyl)methylene]-3-pyridinesulfonamide